i-pentanol C(CC(C)C)O